ClC=1C=C(C(=C(C#N)C1)F)OC1=C(N=CN(C1=O)CC1=C(N=C(NC1=O)C)C)C(C(F)F)(F)F 5-chloro-3-((1-((2,4-dimethyl-6-oxo-1,6-dihydropyrimidin-5-yl)methyl)-6-oxo-4-(1,1,2,2-tetrafluoroethyl)-1,6-dihydropyrimidin-5-yl)oxy)-2-fluorobenzonitrile